N-(8-(methylamino)-5-(quinoxalin-6-ylethynyl)-2,7-naphthyridin-3-yl)cyclopropanecarboxamide CNC=1N=CC(=C2C=C(N=CC12)NC(=O)C1CC1)C#CC=1C=C2N=CC=NC2=CC1